anti-bicarbonate C([O-])(O)=O